7-(3,3-dimethylbut-1-yn-1-yl)-5-(2-((1-methyl-1H-pyrazol-4-yl)amino)pyridin-4-yl)-1H-indazol-3-amine CC(C#CC=1C=C(C=C2C(=NNC12)N)C1=CC(=NC=C1)NC=1C=NN(C1)C)(C)C